BrC=1C(=CC2=C(CNS2(=O)=O)C1)C(F)(F)F 5-bromo-6-(trifluoromethyl)-2,3-dihydrobenzo[d]isothiazole 1,1-dioxide